N1CC(C1)NC(C1=CC=C(C=C1)NC1=NC=CC(=N1)NC1=NC(=NN2C1=CC=C2)C2=NC(=CC=C2)C)=O N-(azetidin-3-yl)-4-[[4-[[2-(6-methyl-2-pyridyl)pyrrolo[2,1-f][1,2,4]triazin-4-yl]amino]pyrimidin-2-yl]amino]benzamide